(S)-6-(5-(azidomethyl)-2-oxooxazolidin-3-yl)-2H-pyrido[3,2-b][1,4]oxazin-3(4H)-one N(=[N+]=[N-])C[C@@H]1CN(C(O1)=O)C=1C=CC=2OCC(NC2N1)=O